FC=1C=C(C=C(C1)F)C(O)C=1C(=C(C#N)C=CC1)F ((3,5-difluorophenyl)(hydroxy)methyl)-2-fluorobenzonitrile